CCC1=CC=C(C=C1)S(=O)(=O)O.CC1=CC=C(C=C1)S(=O)(=O)OC methyl p-toluenesulfonate (methyl-p-toluenesulfonate)